C(C)(=O)O[C@@]1([C@@H](O[C@@H]([C@]1(O)Br)C(O)OC(C(C)C)=O)N1C=NC=2C(N)=NC=NC12)O 2'-acetoxy-3'-bromo-5'-isobutyryloxyadenosine